6-fluoro-2-methyl-5-((4-methylthiazol-5-yl)methoxy)benzofuran-3-carboxylic acid FC1=CC2=C(C(=C(O2)C)C(=O)O)C=C1OCC1=C(N=CS1)C